4-(difluoro((3-fluorophenyl)sulfonyl)methyl)piperidine tert-Butyl-3-(3-(phenylcarbamoyl)phenyl)piperidine-1-carboxylate C(C)(C)(C)OC(=O)N1CC(CCC1)C1=CC(=CC=C1)C(NC1=CC=CC=C1)=O.FC(C1CCNCC1)(S(=O)(=O)C1=CC(=CC=C1)F)F